(4S,4'S)-6-chloro-4'-[(ethylamino)methyl]-1'-(4-isoquinolyl)-2,3-dihydro-1H-spiro[isoquinoline-4,3'-pyrrolidine]-1,2'-dione ClC=1C=C2C(=CC1)C(NC[C@@]21C(N(C[C@@H]1CNCC)C1=CN=CC2=CC=CC=C12)=O)=O